FC(C=1N=C(N=NC1C1=C(C=C(C=C1)C(F)(F)F)O)N1CC[C@H]2[C@@H]1CN(CC2)C)F 2-(5-(difluoromethyl)-3-((3aS,7aR)-6-methyloctahydro-1H-pyrrolo[2,3-c]pyridin-1-yl)-1,2,4-triazin-6-yl)-5-(trifluoromethyl)phenol